ClC1=CC=2N(N=C1C)C(=CN2)C2=NC1=CC(=CC=C1C=C2)C2=CC=NC=C2 (7-chloro-6-methylimidazo[1,2-b]pyridazin-3-yl)-7-(pyridin-4-yl)quinoline